N-(2-((1S,3S,5S)-3-Cyano-2-azabicyclo[3.1.0]hexan-2-yl)-2-oxoethyl)-6-((trifluoromethoxy)methyl)-quinoline-4-carboxamide C(#N)[C@H]1N([C@H]2C[C@H]2C1)C(CNC(=O)C1=CC=NC2=CC=C(C=C12)COC(F)(F)F)=O